C12(C(=CC=C3C4=CC=CC=C4C=C13)N(C1=CC=CC=3OC4=C(C31)C=CC=C4)C4=C(C=CC=C4)C4=CC=CC=C4)C=CC=C4C3=CC=CC=C3C=C42 (spirobifluorenyl)(biphenylyl)(dibenzofuranyl)amine